(1aR,5aR)-2-(2-Fluoro-phenyl)-1a,2,5,5a-tetrahydro-1H-2,3-diaza-cyclopropa[a]pentalene-4-carboxylic acid (1-pyridin-4-yl-cyclobutyl)-amide N1=CC=C(C=C1)C1(CCC1)NC(=O)C=1C=2C[C@@H]3[C@H](C2N(N1)C1=C(C=CC=C1)F)C3